1,3-diethyl-1H-purine-2,6(3H,7H)-dione C(C)N1C(N(C=2N=CNC2C1=O)CC)=O